BrC1=CC(=C(C=C1)[C@H]1N([C@@H](CC2=C3C(=CC=C12)NN=C3)C)CC(F)(F)F)OC (6S,8R)-6-(4-bromo-2-methoxyphenyl)-8-methyl-7-(2,2,2-trifluoroethyl)-6,7,8,9-tetrahydro-3H-pyrazolo[4,3-f]isoquinoline